4-(isoindolin-2-ylmethyl)-2-methyl-7-(piperidin-4-yl-methoxy)-2,3-dihydrobenzo[d]isothiazole-1,1-dioxide C1N(CC2=CC=CC=C12)CC1=CC=C(C2=C1CN(S2(=O)=O)C)OCC2CCNCC2